FC(=C)CC(F)(F)F 2,4,4,4-tetrafluoro-1-butene